ClC=1C=NC=C(C1[C@@H](C)OC=1C=C2C(=NNC2=CC1)C=1C=NC(=CC1)F)Cl (R)-5-(1-(3,5-dichloropyridin-4-yl)ethoxy)-3-(6-fluoro-pyridin-3-yl)-1H-indazole